BrC=1C(N(C(=CC1OCC1=C(C=C(C=C1)F)F)C)C=1C=C(C(=O)NC)C=CC1OC)=O 3-[3-bromo-4-[(2,4-difluorobenzyl)oxy]-6-methyl-2-oxopyridin-1(2H)-yl]-4-methoxy-N-methylbenzamide